N-[(3S,5S)-5-(hydroxymethyl)-2-oxo-pyrrolidin-3-yl]carbamic acid 9H-fluoren-9-ylmethyl ester C1=CC=CC=2C3=CC=CC=C3C(C12)COC(N[C@@H]1C(N[C@@H](C1)CO)=O)=O